CN1N=CC=C1C=1N=C(C2=C(N1)C=NC=C2)NC2(CCC2)CO (1-{[2-(1-methyl-1H-pyrazol-5-yl)pyrido[3,4-d]Pyrimidin-4-yl]Amino}cyclobutyl)methanol